C([O-])([O-])=S Thionocarbonate